bromoserine BrN[C@@H](CO)C(=O)O